C1=CC=CC=2C3=CC=CC=C3C(C12)COC(=O)N(C(C(=O)O)CC1=C(C=C(C=C1)C(F)(F)F)F)C 2-((((9H-Fluoren-9-yl)methoxy)carbonyl)(methyl)amino)-3-(2-fluoro-4-(trifluoromethyl)phenyl)propanoic acid